CN(CC(=O)N1CCC(CC1)COC=1C=C2C(=C(NC2=CC1)C1=CC(=NC(=C1)C)C)C(C)C)C 2-(Dimethylamino)-1-(4-(((2-(2,6-dimethylpyridin-4-yl)-3-isopropyl-1H-indol-5-yl)oxy)methyl)piperidin-1-yl)ethan-1-on